3-(azetidin-1-yl)propanoic acid hydrochloride Cl.N1(CCC1)CCC(=O)O